ClC1(CC(=CC=C1)Cl)S(=O)(=O)C1=CC=CC=C1 1,3-dichlorophenyl-sulfonyl-benzene